ethyl 3,4-diaminobenzoate NC=1C=C(C(=O)OCC)C=CC1N